(6R)-17-amino-12-[(4,4-difluorocyclohexyl)methyl]-6-hydroxy-6,15-bis(trifluoromethyl)-19-oxa-3,4,12,18-tetrazatricyclo[12.3.1.12,5]nonadeca-1(18),2,4,14,16-pentaen-13-one NC1=CC(=C2C(N(CCCCC[C@@](C3=NN=C(C1=N2)O3)(C(F)(F)F)O)CC3CCC(CC3)(F)F)=O)C(F)(F)F